S1C(=CC=C1)C(=O)NC=1C=C2C(=CNC2=CC1)C=1CCN(CC1)CC(C)(C)C 5-(2-thienoyl)amino-3-(1-neopentyl-1,2,3,6-tetrahydropyridin-4-yl)-1H-indole